C1(=CC=CC=C1)S(=O)(=O)C1=CC=C(C=C1)NC(NCC=1C=NC(=CC1)N(C)C)=O 3-[4-(benzenesulfonyl)phenyl]-1-{[6-(dimethylamino)pyridin-3-yl]methyl}urea